ClC1=NC=C(C(=N1)O[C@@H]1CO[C@H]2[C@@H]1OC[C@H]2O)Cl (3R,3aR,6R,6aR)-6-((2,5-dichloropyrimidin-4-yl)oxy)hexahydrofuro[3,2-b]furan-3-ol